N-(3-(7-bromoquinolin-5-yl)oxetan-3-yl)-2-methylpropane-2-sulfinamide BrC1=CC(=C2C=CC=NC2=C1)C1(COC1)NS(=O)C(C)(C)C